FC=1C=C(C=CC1OC)CCCCN(C)C [4-(3-fluoro-4-methoxyphenyl)butyl]dimethylamine